N[O] The molecule is the parent compound of the aminoxyl group of radicals. It is an inorganic radical and a member of reactive nitrogen species.